COC1=C(C=C(C=N1)C1=CC=C2C(=NNC2=C1)C(=O)NC[2H])C(NC(C)C1=CC(=CC=C1)OC(F)(F)F)=O 6-[6-methoxy-5-({1-[3-(tri-fluoromethoxy)phenyl]ethyl}-carbamoyl)pyridin-3-yl]-N-(deutero)methyl-1H-indazole-3-carboxamide